OC1=C(C(N(C2=CC=CC=C12)C)=O)C(=O)OC1=NN=NN1 1,2-dihydro-4-hydroxy-1-methyl-3-(5-tetrazolylcarboxyl)-2-quinolone